C(C1=CC=C(C(=O)[O-])C=C1)(=O)OOC(C)C.C(C1=CC=C(C(=O)[O-])C=C1)(=O)OOC(C)C.[Ti+4].C(C)(C)OOC(C1=CC=C(C(=O)[O-])C=C1)=O.C(C)(C)OOC(C1=CC=C(C(=O)[O-])C=C1)=O titanium diisopropoxy diterephthalate